BrC=1C=C(C=CC1)C1=NN(C=C1)[C@H](C(=O)NC)CC1=CC(=CC=C1)Br (S)-3-(3-bromophenyl)-N-(3-(3-bromophenyl)-1-(methylamino)-1-oxopropan-2-yl)-1H-pyrazole